(2R,4R)-1-(3-chloro-2-fluorobenzyl)-2-ethyl-4-((5-fluoro-6-(1-hydroxycyclobutyl)-2-((5-methyl-1H-pyrazol-3-yl)amino)pyrimidin-4-yl)methyl)piperidine-4-carboxylic acid ClC=1C(=C(CN2[C@@H](C[C@@](CC2)(C(=O)O)CC2=NC(=NC(=C2F)C2(CCC2)O)NC2=NNC(=C2)C)CC)C=CC1)F